phenyl-N-(2-fluoro-4-methoxy-5-nitrophenyl)-4-methylbenzamide C1(=CC=CC=C1)C1=C(C(=O)NC2=C(C=C(C(=C2)[N+](=O)[O-])OC)F)C=CC(=C1)C